(R)-(4-(4-fluoropyrazolo[1,5-a]pyridin-2-yl)-1,4,6,7-tetrahydro-5H-imidazo[4,5-c]pyridin-5-yl)(5-(1-methyl-1H-pyrazol-3-yl)-1,3,4-thiadiazol-2-yl)methanone FC=1C=2N(C=CC1)N=C(C2)[C@@H]2N(CCC1=C2N=CN1)C(=O)C=1SC(=NN1)C1=NN(C=C1)C